FC(C1=NN=C(O1)C1=C(C=CC=2N(C(NC21)=O)CC)S(=O)(=O)NC2(CC2)CF)F [5-(difluoromethyl)-1,3,4-oxadiazol-2-yl]-1-ethyl-N-[1-(fluoromethyl)cyclopropyl]-2-oxo-benzoimidazole-5-sulfonamide